BrC=1C=CC=C2C(=C(C=NC12)C(=O)OCC)O ethyl 8-bromo-4-hydroxy-quinoline-3-carboxylate